hexadecyloxy-2,4-diaminobenzene C(CCCCCCCCCCCCCCC)OC1=C(C=C(C=C1)N)N